O1C(COCC1)C(=O)N1CC(OCC1)CN1N=CC(=C1C(=O)NC1=C(C=C(C=C1)OCC1=CC=CC=C1)C)Cl 1-((4-(1,4-dioxane-2-carbonyl)morpholin-2-yl)methyl)-N-(4-(benzyloxy)-2-methylphenyl)-4-chloro-1H-pyrazole-5-carboxamide